(1aR,5aR)-2-(4-Fluoropyridin-2-yl)-1a,2,5,5a-tetrahydro-1H-2,3-diazacyclopropa[a]pentalen FC1=CC(=NC=C1)N1N=CC=2C[C@@H]3[C@H](C12)C3